pentafluoropropionylaniline FC(C(=O)NC1=CC=CC=C1)(C(F)(F)F)F